OC[C@H]1N(CCC1)C(=O)C=1N(C=C2N(C(N(C(C21)=O)C)=O)CC(C)C)CC2=CC=CC1=CC=CC=C21 (S)-5-(2-(hydroxymethyl)pyrrolidine-1-carbonyl)-1-isobutyl-3-methyl-6-(naphthalen-1-ylmethyl)-1,6-dihydro-2H-pyrrolo[3,4-d]pyrimidine-2,4(3H)-dione